(cis-5-Methyl-1-[2-(1-methyl-piperidin-4-yl)-acetyl]-piperidin-3-yl)-quinoline-8-carbonitrile C[C@@H]1C[C@@H](CN(C1)C(CC1CCN(CC1)C)=O)C1=NC2=C(C=CC=C2C=C1)C#N